COC=1C(=C(C=CC1)[C@H]1NCC[C@H]1O)C (2R,3R)-2-(3-methoxy-2-methyl-phenyl)pyrrolidine-3-ol